ClC=1N=CC=C2C1NC=C2C=2N=C(C(=NC2)OCC(C)(OC2OCCCC2)C)C 5-[7-chloro-1H-pyrrolo[2,3-c]pyridin-3-yl]-3-methyl-2-[2-methyl-2-(oxan-2-yloxy)propoxy]pyrazine